1-(4-Methoxybenzyl)-2-oxo-N-(2,3,5,6-tetrafluoro-4-(pyridin-3-yl)phenyl)-1,2-dihydropyrazolo[1,5-a]pyridine-3-carboxamide COC1=CC=C(CN2C(C(=C3N2C=CC=C3)C(=O)NC3=C(C(=C(C(=C3F)F)C=3C=NC=CC3)F)F)=O)C=C1